NCC=1C=CC(=C(C1)C)C=1N2C(=NN1)CCC2 (S)-5-(aminomethyl)-2-tolyl-6,7-dihydro-5H-pyrrolo[2,1-c][1,2,4]triazole